4-[(4-aminophenyl)(3-bromophenyl)methyl]aniline 3-((isopropyl-Sulfinyl)methyl)azetidine-1-carboxylate C(C)(C)S(=O)CC1CN(C1)C(=O)O.NC1=CC=C(C=C1)C(C1=CC=C(N)C=C1)C1=CC(=CC=C1)Br